1H-imidazo[4,5-c]pyridine-4-carbonitrile N1C=NC=2C(=NC=CC21)C#N